ClC=1C=C(C=CC1C#N)N1C[C@@H](N(C[C@H]1C)C(=O)NC=1C=NC(=CC1)OCCCCN1CCC(CC1)N1C=CC2=C(C=CC=C12)N1C(NC(CC1)=O)=O)C (2S,5R)-4-(3-chloro-4-cyanophenyl)-N-(6-(4-(4-(4-(2,4-dioxotetrahydropyrimidin-1(2H)-yl)-1H-indol-1-yl)piperidin-1-yl)butoxy)pyridin-3-yl)-2,5-dimethylpiperazine-1-carboxamide